[Cl-].[NH+]1=CN=CC=C1 pyrimidinium chloride salt